(6-Methyl-imidazo[1,5-a]pyridin-5-yl)-(1-phenyl-1H-[1,2,3]triazol-4-yl)-methanol CC=1C=CC=2N(C1C(O)C=1N=NN(C1)C1=CC=CC=C1)C=NC2